6-(2-(azetidin-1-yl)-4-bromo-6-fluoro-benzyl)-6,7-dihydro-5H-pyrrolo[3,4-b]-pyridin-5-one N1(CCC1)C1=C(CN2CC3=NC=CC=C3C2=O)C(=CC(=C1)Br)F